ClCC1=C(C=CC=C1)NC(=O)NC1=CC(=CC=C1)C 1-(2-(chloromethyl)phenyl)-3-(3-methylphenyl)urea